(E)-2-(1-(Benzyloxy)-3-(4-methoxyphenyl)-2-PHENYLALLYLIDENE)-1,3-dithiane C(C1=CC=CC=C1)OC(\C(=C\C1=CC=C(C=C1)OC)\C1=CC=CC=C1)=C1SCCCS1